FC(S(=O)(=O)OC1=CC(=CC(=C1)C(=O)NC(C)C1=NC=NN1C1=NC=C(C=C1)C#N)Cl)F 3-Chloro-5-[[[1-[1-(5-cyano-2-pyridinyl)-1H-1,2,4-triazol-5-yl]ethyl]amino]carbonyl]phenyl 1,1-difluoromethanesulfonate